Bromo-1'-(1-methyl-1H-pyrazol-5-yl)spiro[cyclopentane-1,3'-indolin]-2'-one BrC1=C2C3(C(N(C2=CC=C1)C1=CC=NN1C)=O)CCCC3